Cl.CC=1N=C(C=2N(C1C=1C=C3N=CC=NC3=CC1)N=CC2)N2CCC1(CC2)[C@@H](C=2C(=NC=CC2)C1)N (5S)-1'-(6-methyl-7-quinoxalin-6-yl-pyrazolo[1,5-a]pyrazin-4-yl)spiro[5,7-dihydrocyclopenta[b]pyridine-6,4'-piperidine]-5-amine hydrochloride